2,2-difluoroethyl 3-{[(2E)-3-(4-chlorobenzenesulfonyl)prop-2-en-1-yl]carbamoyl}-2-oxo-1,2,5,6,7,8-hexahydro-1,6-naphthyridine-6-carboxylate ClC1=CC=C(C=C1)S(=O)(=O)/C=C/CNC(=O)C=1C(NC=2CCN(CC2C1)C(=O)OCC(F)F)=O